C1(CCCC1)C(=O)N1CCC(CC1)N1CC(C1)(N1N=CC(=C1)C=1C2=C(N=CN1)NC=C2)CC#N {1-[1-(cyclopentylcarbonyl)piperidin-4-yl]-3-[4-(7H-pyrrolo[2,3-d]pyrimidin-4-yl)-1H-pyrazol-1-yl]azetidin-3-yl}acetonitrile